N1[C@H](CCC1)C(=O)NC=1C=CC(=NC1)C1=CC=C(C(=O)O)C=C1 4-[5-(D-prolylamino)pyridin-2-yl]benzoic acid